4-(difluoromethyl)-3-(3-fluorobicyclo[1.1.1]pentan-1-yl)-N-(3-(S-methylsulfonimidoyl)phenyl)-1H-pyrazole-5-carboxamide FC(C=1C(=NNC1C(=O)NC1=CC(=CC=C1)S(=O)(=N)C)C12CC(C1)(C2)F)F